S1C=C(C2=C1C=CC=C2)C[C@H](N)C(=O)O 3-(3-Benzothienyl)-alanine